CN(CCOC=1C=NC=C(C=O)C1)C 5-(2-(dimethylamino)ethoxy)nicotinaldehyde